(S)-Benzhydryl-2-(o-tolyl)propanoate C(C1=CC=CC=C1)(C1=CC=CC=C1)OC([C@@H](C)C1=C(C=CC=C1)C)=O